BrC1=C(C=CC=C1)C1=C(C=CC(=C1)F)F bromo-2',5'-difluoro-[1,1'-biphenyl]